4-[(2R)-2-(benzenesulfonamido)-2-(6-methoxy-1,3-benzothiazol-2-yl)ethyl]-N'-hydroxy-benzamidine C1(=CC=CC=C1)S(=O)(=O)N[C@H](CC1=CC=C(C(=NO)N)C=C1)C=1SC2=C(N1)C=CC(=C2)OC